rac-N-((3R,4S)-4-(6-bromopyridin-2-yl)-1-ethyl-2-oxo-7-phenyl-2,3,4,7-tetrahydro-1H-pyrrolo[3,4-b]pyridin-3-yl)-3-(trifluoromethyl)benzamide BrC1=CC=CC(=N1)[C@H]1C2=C(N(C([C@@H]1NC(C1=CC(=CC=C1)C(F)(F)F)=O)=O)CC)[C@H](N=C2)C2=CC=CC=C2 |&1:29|